cobalt diethylaminodithioformate C(C)N(CC)C(=S)[S-].[Co+2].C(C)N(CC)C(=S)[S-]